2-(cyclopenten-1-yl)-N-cyclopentylpyrido[3,2-d]pyrimidin-4-amine C1(=CCCC1)C=1N=C(C2=C(N1)C=CC=N2)NC2CCCC2